6-(4-chlorobenzyl)-9-cyclopentyl-2-(pyridin-2-yl)-2,6,9-triazaspiro[4.5]decane-7,10-dione ClC1=CC=C(CN2C3(CCN(C3)C3=NC=CC=C3)C(N(CC2=O)C2CCCC2)=O)C=C1